2-[[2,6-dimethylpiperidine-1-carbonyl]amino]-4-[2-isopropoxyethyl-[4-(5,6,7,8-tetrahydro-1,8-naphthyridin-2-yl)butyl]amino]butanoic acid CC1N(C(CCC1)C)C(=O)NC(C(=O)O)CCN(CCCCC1=NC=2NCCCC2C=C1)CCOC(C)C